2-amino-4-(butylamino)-6-(4-(morpholinomethyl)benzyl)pyrido[4,3-d]pyrimidin-5(6H)-one NC=1N=C(C2=C(N1)C=CN(C2=O)CC2=CC=C(C=C2)CN2CCOCC2)NCCCC